[4-(6-fluoro-1,3-benzothiazol-2-yl)piperazin-1-yl]-(2-propylsulfonylphenyl)methanone FC1=CC2=C(N=C(S2)N2CCN(CC2)C(=O)C2=C(C=CC=C2)S(=O)(=O)CCC)C=C1